4-bromomethyl-benzenesulfonamide BrCC1=CC=C(C=C1)S(=O)(=O)N